C[Si](C)(C)C(C(=O)O)CCCCCCCC trimethylsilyldecanoic acid